(chlorocarbonyl)-N-methyl-L-valinate ClC(=O)N([C@@H](C(C)C)C(=O)[O-])C